4-benzyloxy-2-[2-(4-fluoro-2-methyl-phenoxy)-4-methyl-5-(trifluoromethyl)-3-pyridinyl]-1,6-naphthyridine-5-carbonitrile C(C1=CC=CC=C1)OC1=CC(=NC=2C=CN=C(C12)C#N)C=1C(=NC=C(C1C)C(F)(F)F)OC1=C(C=C(C=C1)F)C